ClC1=CC=C(C=C1)C=1C(CCCC1)N1CC2(C1)CN(CC2)C2=CC=C(C(=O)OC(C)(C)C)C=C2 tert-Butyl 4-(2-(2-(4-chlorophenyl)cyclohex-2-enyl)-2,6-diazaspiro[3.4]octan-6-yl)benzoate